Cl.C1(CC1)C[C@@H](C(=O)N1C[C@]2(C[C@H]1C(=O)N)C(NC1=C(O2)C=C(C=C1F)F)=O)NC (2R,5'S)-r-((S)-3-cyclopropyl-2-(methylamino)propanoyl)-5,7-difluoro-3-oxo-3,4-dihydrospiro[benzo[b][1,4]oxazine-2,3'-pyrrolidine]-5'-carboxamide hydrochloride